FC(C(=O)O)(F)F.C(C)=O ethan-1-one trifluoroacetate